bis(4-hydroxy-3,5-dibromo-phenyl)ethanoic acid OC1=C(C=C(C=C1Br)C(C(=O)O)C1=CC(=C(C(=C1)Br)O)Br)Br